tert-butyl (3-{4-[3-(cyclobutyloxy)-6-nitro-2-(trifluoromethyl)phenyl]-1H-pyrazol-1-yl}propyl)carbamate C1(CCC1)OC=1C(=C(C(=CC1)[N+](=O)[O-])C=1C=NN(C1)CCCNC(OC(C)(C)C)=O)C(F)(F)F